ClC(C1=NC(=NO1)C=1C=CC(=NC1)CP(NC1=CC(=CC=C1)F)(=O)C)(F)F P-((5-(5-(chlorodifluoromethyl)-1,2,4-oxadiazol-3-yl)pyridin-2-yl)methyl)-N-(3-fluorophenyl)-P-methylphosphinic amide